tert-butyl (endo)-5-amino-2-azabicyclo[2.1.1]hexane-2-carboxylate NC1C2CN(C1C2)C(=O)OC(C)(C)C